C(C)(C)C=1C(=CC(=NC1)C=1SC(=CN1)C)OC=1C(=NC(=NC1)N)N 5-((5-isopropyl-2-(5-methylthiazol-2-yl)pyridin-4-yl)oxy)pyrimidine-2,4-diamine